BrC=1C=C(C=C(C1)NS(=O)(=O)C)NC(=O)C=1C=NN(C1)C1=C(C=CC=C1)C=O N-(3-bromo-5-(methylsulfonamido)phenyl)-1-(2-formylphenyl)-1H-pyrazole-4-carboxamide